FC=1C=C(C=NC1C)[C@H]1N(OCC1)C(=O)C1CCN(CC1)C1=CC(=NC=N1)C(=O)N 6-[4-[(3S)-3-(5-fluoro-6-methyl-3-pyridinyl)isoxazolidine-2-carbonyl]-1-piperidinyl]pyrimidine-4-carboxamide